N1(CCC1)CCC=1C(=CC(N(C1)C(C(=O)N[C@@H](CC(=O)O)C=1C(=C(C=C(C1F)C1CC1)C1=C(C=C(C=C1C)C)C)F)CC(C)C)=O)C(F)(F)F (3S)-3-(2-(5-(2-(azetidin-1-yl)ethyl)-2-oxo-4-(trifluoromethyl)pyridin-1(2H)-yl)-4-methylpentanamido)-3-(5-cyclopropyl-2,4-difluoro-2',4',6'-trimethylbiphenyl-3-yl)propanoic acid